C(C)N1C[C@@H](CCC1)NC1=NN=C(C2=CC=CC=C12)C1=C(C=C(C=C1)C)O (R)-2-(4-((1-ethylpiperidin-3-yl)amino)phthalazin-1-yl)-5-methylphenol